methyl 4-((1r,3r)-3-((tert-butoxycarbonyl)amino)cyclobutoxy)-2-iodo-3-methoxybenzoate C(C)(C)(C)OC(=O)NC1CC(C1)OC1=C(C(=C(C(=O)OC)C=C1)I)OC